C(C1=CC=CC=C1)OC=1C(=CC2=C(N(C([C@H]3N(C2=O)CCC(=C3)C3=CC=C(C=C3)S(NC)(=O)=O)O)C(=O)OCC=C)C1)OC allyl (6aS)-3-(benzyloxy)-6-hydroxy-2-methoxy-8-(4-(N-methylsulfamoyl)phenyl)-12-oxo-6,6a,9,10-tetrahydrobenzo[e]pyrido[1,2-a][1,4]diazepine-5(12H)-carboxylate